2-(2-Bromoisobutyryloxy)ethyl methacrylat C(C(=C)C)(=O)OCCOC(C(C)(C)Br)=O